7-(8-chloranyl-1-naphthyl)-4-piperazin-1-yl-6,8-dihydro-5H-pyrido[3,4-d]pyrimidine ClC=1C=CC=C2C=CC=C(C12)N1CC=2N=CN=C(C2CC1)N1CCNCC1